[N-](S(=O)(=O)C(F)(F)F)S(=O)(=O)C(F)(F)F.C(C)[N+]1(CCCCC1)CCCC 1-Ethyl-1-butylpiperidinium bis(trifluoromethanesulfonyl)imide